2-[Bis-(2-fluoro-phenyl)-hydroxy-methyl]-3-ethyl-6-methoxy-pyrazolo[1,5-a]pyridine-5-carboxylic acid (1-ethyl-1H-[1,2,4]triazol-3-yl)-amide C(C)N1N=C(N=C1)NC(=O)C1=CC=2N(C=C1OC)N=C(C2CC)C(O)(C2=C(C=CC=C2)F)C2=C(C=CC=C2)F